BrC1=C(C=C(C=C1)C1=NC2=C(N1)C(C(=C(C2=O)NC(C)=O)Cl)=O)F N-(2-(4-bromo-3-fluorophenyl)-6-chloro-4,7-dioxo-4,7-dihydro-1H-benzo[d]imidazol-5-yl)acetamide